(S)-4-(5-bromo-7-(4-cyanopyridin-2-yl)-7H-pyrrolo[2,3-d]pyrimidin-4-yl)-3-methylpiperazine-1-carboxylic acid tert-butyl ester C(C)(C)(C)OC(=O)N1C[C@@H](N(CC1)C=1C2=C(N=CN1)N(C=C2Br)C2=NC=CC(=C2)C#N)C